5-Ethoxy-1,4-dihydro-1-methyl-2,4-dioxo-6-propyl-N-[(tetrahydro-2-furanyl)methyl]pyrido[2,3-d]pyrimidine-3(2H)-acetamide C(C)OC1=C(C=NC=2N(C(N(C(C21)=O)CC(=O)NCC2OCCC2)=O)C)CCC